2-chloro-5-fluoro-6-methoxy-1,6-dihydropyrimidine ClC=1NC(C(=CN1)F)OC